2-[2'-hydroxy-4'-(2''-ethylhexyl)oxyphenyl]benzotriazole OC1=C(C=CC(=C1)OCC(CCCC)CC)N1N=C2C(=N1)C=CC=C2